FC1=C(C=CC=C1)C1=NOC(=N1)C=1N=CC(=NC1)OC1=CC=C2C=C(N(C2=C1)C)C(=O)N1CCN(CC1)CC1=CC=C(C=C1)OCC(F)(F)F (6-((5-(3-(2-fluorophenyl)-1,2,4-oxadiazol-5-yl)pyrazin-2-yl)oxy)1-methyl-1H-indol-2-yl)(4-(4-(2,2,2-trifluoroethoxy)benzyl)piperazin-1-yl)methanone